C1[C@H]2N(C[C@@H](N1)CS)CCC2 [(3R,8aS)-octahydropyrrolo[1,2-a]pyrazin-3-yl]methanethiol